4-tert-butyl-cyclohexanol C(C)(C)(C)C1CCC(CC1)O